ethyl 3,4-difluoro-α-[[(2-fluorophenyl)amino]carbonyl]-β-(nitromethyl)benzenepropanoate FC=1C=C(C=CC1F)C(C(C(=O)OCC)C(=O)NC1=C(C=CC=C1)F)C[N+](=O)[O-]